CCCC(=O)CC(=O)SCCNC(=O)CCNC(=O)[C@@H](C(C)(C)COP(=O)(O)OP(=O)(O)OC[C@@H]1[C@H]([C@H]([C@@H](O1)N2C=NC3=C(N=CN=C32)N)O)OP(=O)(O)O)O The molecule is an oxo-fatty acyl-CoA that results from the formal condensation of the thiol group of coenzyme A with the carboxylic acid group of 3-oxohexanoic acid. It has a role as a human metabolite, an Escherichia coli metabolite and a mouse metabolite. It derives from a hexanoyl-CoA and a 3-oxohexanoic acid. It is a conjugate acid of a 3-oxohexanoyl-CoA(4-).